NC1=C(C=CC(=C1)OC(F)(F)F)C=O 2-amino-4-[(trifluoromethyl)oxy]benzene-1-carbaldehyde